8-chloro-2-methyl-4H-benzo[d][1,3]oxazine ClC1=CC=CC2=C1N=C(OC2)C